FC(C1=NN=C(O1)C1=CC(=C(CN(C(=O)C2(CN(C2)C)F)C2=CC=CC=C2)C=C1)F)F N-(4-(5-(difluoromethyl)-1,3,4-oxadiazol-2-yl)-2-fluorobenzyl)-3-fluoro-1-methyl-N-phenylazetidine-3-carboxamide